2,5-dimethyl-3-hexyne-2,5-diol potassium [K].CC(C)(C#CC(C)(O)C)O